(2-Fluoro-4-nitrophenyl)(4-methoxybenzyl)sulfane FC1=C(C=CC(=C1)[N+](=O)[O-])SCC1=CC=C(C=C1)OC